pentachlorovaleric acid ClC(C(C(C(=O)O)(Cl)Cl)(Cl)Cl)C